3-(naphthalen-1-yl)-6-azabicyclo[3.1.1]heptane C1(=CC=CC2=CC=CC=C12)C1CC2NC(C1)C2